(R)-2-(4-(4-aminopiperidin-1-yl)phenyl)-N-((5-fluoro-2-methoxyphenyl)(1H-indol-2-yl)methyl)isonicotinamide NC1CCN(CC1)C1=CC=C(C=C1)C=1C=C(C(=O)N[C@@H](C=2NC3=CC=CC=C3C2)C2=C(C=CC(=C2)F)OC)C=CN1